rac-(1S*,2S*)-2-(4-methylpyrimidin-2-yl)cyclopropane-1-carbonyl chloride CC1=NC(=NC=C1)[C@@H]1[C@H](C1)C(=O)Cl |r|